4-((2-hydroxyethyl)sulfonamido)-N-(1-((methylsulfonyl)methyl)-2-oxo-1,2-dihydropyridin-3-yl)-2-(6-azaspiro[2.5]octan-6-yl)benzamide OCCS(=O)(=O)NC1=CC(=C(C(=O)NC=2C(N(C=CC2)CS(=O)(=O)C)=O)C=C1)N1CCC2(CC2)CC1